NC1=C(OC=COC2=C(C=CC=C2)N)C=CC=C1 1,2-bis-(o-Aminophenoxy)-ethaneN